ClC1=C(C(=CC=C1)O)C1=C(C2=C(CN3[C@@H](CO2)CN(CC3)C(C=C)=O)C=C1OC(F)F)F 1-[(12aR)-9-(2-chloro-6-hydroxyphenyl)-8-(difluoromethoxy)-10-fluoro-3,4,12,12a-tetrahydro-6H-pyrazino[2,1-c][1,4]benzooxazepin-2(1H)-yl]prop-2-en-1-one